3-azido-uridine diphosphate P(O)(=O)(OP(=O)(O)O)OC[C@@H]1[C@H]([C@H]([C@@H](O1)N1C(=O)N(C(=O)C=C1)N=[N+]=[N-])O)O